CC([C@H](C1=NC=CC=C1)NC(=O)C=1C=2C[C@@H]3[C@H](C2N(N1)C1=NC=C(C=C1)Br)C3)(C)C (1aR,5aR)-2-(5-Bromo-pyridin-2-yl)-1a,2,5,5a-tetrahydro-1H-2,3-diaza-cyclopropa[a]pentalene-4-carboxylic acid ((R)-2,2-dimethyl-1-pyridin-2-yl-propyl)-amide